tert-butyl 6-(6-bromo-5-methoxy-1H-benzo[d]imidazol-1-yl)indoline-1-carboxylate BrC=1C(=CC2=C(N(C=N2)C2=CC=C3CCN(C3=C2)C(=O)OC(C)(C)C)C1)OC